FC=1C(=NC=C(C1)N1N=C2N(C1=O)C(CC2)C2=CC=CC=C2)OC2=C(N=C(S2)C(=O)N)C ((3-fluoro-5-(3-oxo-5-phenyl-6,7-dihydro-3H-pyrrolo[2,1-c][1,2,4]triazol-2(5H)-yl)pyridin-2-yl)oxy)-4-methylthiazole-2-carboxamide